5-fluoro-2-oxo-1,2-dihydropyrimidine FC=1C=NC(NC1)=O